COC(=O)C1=CC=C2C=NN(C2=C1)C.N[C@@H]1CN(CC[C@H]1F)C1=NC2=C(N1CC(=O)N1CCCCC1)C=C(C(=C2)F)F 2-(2-((3r,4r)-3-amino-4-fluoro-1-piperidinyl)-5,6-difluoro-1H-benzoimidazol-1-yl)-1-(1-piperidinyl)ethanone methyl-1-methyl-1H-indazole-6-carboxylate